1,1,1,3,3,3-hexafluoro-2-(2,2,2-trifluoroethoxy)-2-(trifluoromethyl)propane FC(C(C(F)(F)F)(C(F)(F)F)OCC(F)(F)F)(F)F